ClC1=CC=C2CCC(CC2=C1)N1CC2=C(CC1)N=C(N2C)C2=CC=CC=C2 5-(7-chloro-1,2,3,4-tetrahydronaphthalen-2-yl)-3-methyl-2-phenyl-4,5,6,7-tetrahydro-3H-imidazo[4,5-c]pyridine